1-(3,4-dichlorophenyl)-4-methyl-2-thiocyanatopentan-1-one ClC=1C=C(C=CC1Cl)C(C(CC(C)C)SC#N)=O